N-(1-(4-bromopyridin-3-yl)pent-4-en-1-yl)-2-methylpropane-2-sulfinamide BrC1=C(C=NC=C1)C(CCC=C)NS(=O)C(C)(C)C